COC(C1=CC(=NC(=C1)OC=1C=NC(=C(C1)F)N1CCNCC1)Cl)=O 2-chloro-6-((5-fluoro-6-(piperazin-1-yl)pyridin-3-yl)oxy)isonicotinic acid methyl ester